C(C)(C)(C)OC(=O)N1C[C@H]([C@@H](CC1)OC)OC1=CC(=CC=C1)C(F)(F)F |r| (±)-trans-tert-butyl-4-methoxy-3-(3-(trifluoromethyl) phenoxy)piperidine-1-carboxylate